1,3-bis(4-aminophenyl)benzenediamine NC1=CC=C(C=C1)C1(C(C(=CC=C1)C1=CC=C(C=C1)N)N)N